FC1=C(C(=C(C=C1)OC)C(C)C)F 1,2-Difluoro-3-isopropyl-4-methoxybenzene